C(#N)C=1C=NN2C1C(=CC(=C2)C=2C=NN(C2C)[C@H]2CCN(CCC2)C#N)OC (4R)-4-(4-[3-cyano-4-methoxypyrazolo[1,5-a]pyridin-6-yl]-5-methylpyrazol-1-yl)azepane-1-carbonitrile